2-(1-Fluorocyclopropyl)-6-methylaniline FC1(CC1)C1=C(N)C(=CC=C1)C